N-(2-Aminoethyl)-1,3-bis(aminomethyl)benzene NCCNCC1=CC(=CC=C1)CN